2-(1-(3,4-dichlorobenzyl)piperidin-3-ylethyl)hexanoic acid ClC=1C=C(CN2CC(CCC2)CCC(C(=O)O)CCCC)C=CC1Cl